3-p-methoxyphenyl-1,2,4-oxadiazol-5-one COC1=CC=C(C=C1)C=1NOC(N1)=O